(R)-3-(isoquinolin-4-yl)-2-oxo-1-(6-(trifluoromethyl)pyridin-3-yl)imidazolidine-4-carboxylic acid C1=NC=C(C2=CC=CC=C12)N1C(N(C[C@@H]1C(=O)O)C=1C=NC(=CC1)C(F)(F)F)=O